5-(3-ethoxy-2',4'-bis((4-methoxybenzyl)oxy)-[1,1'-biphenyl]-4-yl)-3-(4-methoxybenzyl)-3,6-dihydro-7H-[1,2,3]triazolo[4,5-d]pyrimidin-7-one C(C)OC=1C=C(C=CC1C=1NC(C2=C(N1)N(N=N2)CC2=CC=C(C=C2)OC)=O)C2=C(C=C(C=C2)OCC2=CC=C(C=C2)OC)OCC2=CC=C(C=C2)OC